ClC=1C=C(C(=NC1)OC)S(=O)(=O)NC=1C(=C(C(=CC1)F)C1=CC=C2C(=NNC2=C1F)C(=O)NCCN1CCOCC1)F 6-[3-(5-Chloro-2-methoxypyridine-3-sulfonamido)-2,6-difluorophenyl]-7-fluoro-N-[2-(morpholin-4-yl)ethyl]-1H-indazole-3-carboxamide